phosphonium bistriflimid [N-](S(=O)(=O)C(F)(F)F)S(=O)(=O)C(F)(F)F.[PH4+]